N1CCC(CC1)C=1C=CC(=NC1)N 5-(4-piperidyl)pyridin-2-amine